naphthalic acid cyclohexylamide C1(CCCCC1)NC(=O)C1=CC=CC2=CC=CC=C12